BrC1=C(C(=C(C2=NSN=C21)Br)[N+](=O)[O-])[N+](=O)[O-] 4,7-dibromo-5,6-dinitro[2,1,3]benzothiadiazole